2-Ethyl-Hexyl-Oxetane C(C)C(CC1OCC1)CCCC